N-(2,3-dihydroxypropyl)-2,4-difluorobenzamide OC(CNC(C1=C(C=C(C=C1)F)F)=O)CO